O=C(CCCCNC(O)=O)C1=CC2=C(NC(O2)=O)C=C1.C(C)(C)(C)C1(N(CCCC1)C(=O)NCCCCC1=CC=CC=C1)C1=CC2=C(NC(O2)=O)C=C1 tert-butyl-2-(2-oxo-3H-1,3-benzoxazol-6-yl)-N-(4-phenylbutyl)piperidine-1-carboxamide N-[5-oxo-5-(2-oxo-3H-1,3-benzoxazol-6-yl)pentyl]carbamate